N-(4-Aminobenzyl)-5-((4-bromo-2-chlorophenyl)amino)-4-fluoro-1-methyl-1H-benzo[d]imidazole-6-carboxamide NC1=CC=C(CNC(=O)C=2C(=C(C3=C(N(C=N3)C)C2)F)NC2=C(C=C(C=C2)Br)Cl)C=C1